4-{4-[4-(trifluoromethyl)phenoxymethyl]pyridin-2-yl}-2-(trifluoromethyl)benzamide FC(C1=CC=C(OCC2=CC(=NC=C2)C2=CC(=C(C(=O)N)C=C2)C(F)(F)F)C=C1)(F)F